NCCCC1=C2C(=NC=3C=C4C(=CC13)OCO4)C4=CC1=C(C(N4C2)=O)COC([C@]1(O)CC)=O (S)-14-(3-aminopropyl)-7-ethyl-7-hydroxy-10,13-dihydro-11H-[1,3]dioxolo[4,5-g]pyrano[3',4':6,7]indolizino[1,2-b]quinolin-8,11(7H)-dione